CN1CCN(CC1)C1=CC=C(C=N1)C(=O)NC1=NNC(=C1)C(=O)NCC1=CC=C(C(=O)O)C=C1 4-[[[3-[[6-(4-methylpiperazin-1-yl)pyridine-3-carbonyl]amino]-1H-pyrazole-5-carbonyl]amino]methyl]benzoic acid